ClC1=C(OCC2CCN(CC2)C(=O)OC(C)(C)C)C=CC(=C1)C#N tert-Butyl 4-[(2-chloro-4-cyano-phenoxy)methyl]piperidine-1-carboxylate